2,3-dihydro-1H-azepin N1CCC=CC=C1